FC(C(=O)C1=CC=C(C=C1)OCC(=O)OC)(F)F 2,2,2-trifluoro-1-(4-methoxycarbonylmethoxyphenyl)ethanone